(6-methoxy-2-[(1r,4r)-4-formylcyclohexyl]indazol-5-ylmethyl)-6-(trifluoromethyl)pyridine-2-carboxamide COC=1C(=CC2=CN(N=C2C1)C1CCC(CC1)C=O)CC=1C(=NC(=CC1)C(F)(F)F)C(=O)N